6,7-dimethyl-2-((2S)-2-(1-methyl-1H-pyrazol-4-yl)-4-morpholinyl)-4-(2,3,4-trifluorophenyl)pteridine CC=1N=C2C(=NC(=NC2=NC1C)N1C[C@@H](OCC1)C=1C=NN(C1)C)C1=C(C(=C(C=C1)F)F)F